1H-PYRROLE-3-CARBOXAMIDE N1C=C(C=C1)C(=O)N